C(C1=CC=CC=C1)C1=C(C(NC2=CC=C(C=C12)Cl)=O)C1=NNC(C1)C=1C=NC(=CC1)OC 4-benzyl-6-chloro-3-[5-(6-methoxy-3-pyridyl)-4,5-dihydro-1H-pyrazol-3-yl]-1H-quinolin-2-one